C(=C)C1=CC=C(C=C1)P(C1=CC=C(C=C1)C=C)C1=CC=C(C=C1)C=C tri(4-vinylphenyl)phosphine